1-(2-(dimethylamino)ethyl)-3-(4-(1-(4'-fluoro-[1,1'-biphenyl]-4-yl)-1H-benzo[d]imidazol-6-yl)phenyl)urea CN(CCNC(=O)NC1=CC=C(C=C1)C=1C=CC2=C(N(C=N2)C2=CC=C(C=C2)C2=CC=C(C=C2)F)C1)C